2-amino-3-(3-(3-methylmorpholino)prop-1-yn-1-yl)pyridine NC1=NC=CC=C1C#CCN1C(COCC1)C